stannous distearate C(CCCCCCCCCCCCCCCCC)(=O)[O-].C(CCCCCCCCCCCCCCCCC)(=O)[O-].[Sn+2]